ClC=1C=CC=2C3=C(NC(C2C1)=O)COC[C@H]3N(C(=O)NC3=CC(=C(C=C3)F)C#N)CC (S)-1-(8-chloro-6-oxo-1,4,5,6-tetrahydro-2H-pyrano[3,4-c]isoquinolin-1-yl)-3-(3-cyano-4-fluorophenyl)-1-ethylurea